1-[6-[6-(6-methylpyridazin-3-yl)oxypyrazolo[1,5-a]pyridin-3-yl]-2-[3-methyl-1-(2,2,2-trifluoroethyl)pyrazol-4-yl]pyridin-3-yl]ethanone CC1=CC=C(N=N1)OC=1C=CC=2N(C1)N=CC2C2=CC=C(C(=N2)C=2C(=NN(C2)CC(F)(F)F)C)C(C)=O